ClC1=C(C=CC(=C1)Cl)C=1CCCC2=C(C1C1=CC=C(C=C1)O[C@@H]1CN(CC1)CCCF)C=CC(=C2)C2=NNC=C2 (S)-3-(8-(2,4-dichlorophenyl)-9-(4-((1-(3-fluoropropyl)pyrrolidin-3-yl)oxy)phenyl)-6,7-dihydro-5H-benzo[7]annulen-3-yl)-1H-pyrazole